Sulfoselenide S(=O)(=O)(O)[Se]S(=O)(=O)O